[N+](=O)([O-])C1=CC=C(C=C1)C1CC2=CC=CC=C2C=C1 2-(4-nitrophenyl)-1H-naphthalene